benzyl (2-(2-(1-methylcyclopentyl)pyridin-4-yl)propan-2-yl)carbamate CC1(CCCC1)C1=NC=CC(=C1)C(C)(C)NC(OCC1=CC=CC=C1)=O